tertbutyl (2-(benzo[d]oxazol-5-yl)ethyl)carbamate O1C=NC2=C1C=CC(=C2)CCNC(OC(C)(C)C)=O